5-(3,6-diazabicyclo[3.1.1]heptane-6-yl)-2-(2,4-dioxotetrahydropyrimidin-1(2H)-yl)isoindoline-1,3-dione C12CNCC(N1C=1C=C3C(N(C(C3=CC1)=O)N1C(NC(CC1)=O)=O)=O)C2